CC(C)[C@H]1CC[C@H]2[C@@H]3CCC4=CC(CC[C@]4(C)[C@H]3CC[C@]12C)=O 20-methylpregna-4-en-3-one